4-(6-(6-(6-(difluoromethoxy)nicotinoyl)-3,6-diazabicyclo[3.1.1]heptan-3-yl)pyridin-3-yl)-6-(2-hydroxy-2-methylpropoxy)pyrazolo[1,5-a]pyridine-3-carbonitrile FC(OC1=NC=C(C(=O)N2C3CN(CC2C3)C3=CC=C(C=N3)C=3C=2N(C=C(C3)OCC(C)(C)O)N=CC2C#N)C=C1)F